(R)-methylpropane-2-sulfinamide CC[C@@H](C)S(=O)N